Methyl-N-(4-{[3-methoxy-4-(2-methyl-2H-1,2,3,4-tetrazol-5-yl)pyridin-2-yl]amino}-5-[(2H3)methylcarbamoyl]pyridin-2-yl)carbamat COC(NC1=NC=C(C(=C1)NC1=NC=CC(=C1OC)C=1N=NN(N1)C)C(NC([2H])([2H])[2H])=O)=O